4-(4-cyclopropyl-1H-1,2,3-triazol-5-yl)-2-[(3R)-3-methylmorpholin-4-yl]-8-(1H-pyrazol-5-yl)-1,7-naphthyridine C1(CC1)C=1N=NNC1C1=CC(=NC2=C(N=CC=C12)C1=CC=NN1)N1[C@@H](COCC1)C